(R)-1-(7-chloro-8-fluoro-5-methyl-2-(((R)-tetrahydrofuranyl-2-yl)methoxy)pyrido[4,3-d]pyrimidin-4-yl)piperidin-3-ol ClC1=C(C=2N=C(N=C(C2C(=N1)C)N1C[C@@H](CCC1)O)OC=C1OCCC1)F